C(CCCCCC)O[C@H]1CN(C[C@H]1C(NCCCCCC)=O)C(=O)C1=CC=C(C(=O)N2C[C@H]([C@@H](C2)C(=O)N[C@@H]2[C@H](C2)C2=CC=CC=C2)C(=O)N[C@@H]2[C@H](C2)C2=CC=CC=C2)C=C1 |o1:8,12| (3S,4S)-1-(4-((3R*,4R*)-3-(heptyloxy)-4-(hexylcarbamoyl)pyrrolidine-1-carbonyl)benzoyl)-N3,N4-bis((1S,2R)-2-phenylcyclopropyl)pyrrolidine-3,4-dicarboxamide